4-bromo-2-[3-(3-chloro-5-fluorophenyl)ureido]-N-methylbenzamide BrC1=CC(=C(C(=O)NC)C=C1)NC(=O)NC1=CC(=CC(=C1)F)Cl